[Si](C)(C)(C(C)(C)C)OC[C@@H]1N=C2N(C3=CC=C(C=C3C(N2CC=2C=NN(C2)C)=O)S(=O)(=O)NC2(CC2)C)[C@@H]1C (1R,2R)-2-{[(tert-butyldimethylsilyl)oxy]methyl}-1-methyl-N-(1-methylcyclopropyl)-4-[(1-methylpyrazol-4-yl)methyl]-5-oxo-1H,2H-imidazo[1,2-a]quinazoline-7-sulfonamide